N1-(2-(dimethylamino)ethyl)-5-methoxy-N1-methyl-N4-(4-(5'-methylspiro[cyclopentane-1,3'-pyrrolo[3,2-b]pyridin]-1'(2'H)-yl)-1,3,5-triazin-2-yl)-2-nitrobenzene-1,4-diamine CN(CCN(C1=C(C=C(C(=C1)OC)NC1=NC=NC(=N1)N1CC2(C3=NC(=CC=C31)C)CCCC2)[N+](=O)[O-])C)C